C(C)C1CS(C2=C(N(C1)C1=CC=CC=C1)C=C(C(=C2)O\C=C(\C(=O)O)/F)SC)(=O)=O (Z)-3-((3-ethyl-7-(methylthio)-1,1-dioxido-5-phenyl-2,3,4,5-tetrahydro-1,5-benzothiazepin-8-yl)oxy)-2-fluoroacrylic acid